O1C2=C(C=C1)C=CC1=C2OC=C1 benzo[2,1-b:3,4-b']Difuran